ethyl 3-((2-cyano-4-fluorobenzyl) amino)-1H-pyrrole-2-carboxylate C(#N)C1=C(CNC2=C(NC=C2)C(=O)OCC)C=CC(=C1)F